F[B-](F)(F)F.C(=O)C1=CC=C(OC=C2CC=C(CN3CN(C=C3)C)C=C2)C=C1 1-(4-p-formylphenoxymethylenebenzyl)-3-methylimidazole tetrafluoroborate